tert-butyl N-({3-[8-amino-6-(4-fluorophenyl)-5-{3-methylimidazo[1,2-a]pyridin-6-yl}imidazo[1,2-a]pyrazine-2-amido]bicyclo[1.1.1]pentan-1-yl}methyl)-N-methylcarbamate NC=1C=2N(C(=C(N1)C1=CC=C(C=C1)F)C=1C=CC=3N(C1)C(=CN3)C)C=C(N2)C(=O)NC23CC(C2)(C3)CN(C(OC(C)(C)C)=O)C